4-benzyloxy-2-[2-(7,7-difluoro-3,3a,4,5,6,7a-hexahydro-1H-isoindol-2-yl)-3-quinolinyl]-1,6-naphthyridine-5-carbonitrile C(C1=CC=CC=C1)OC1=CC(=NC=2C=CN=C(C12)C#N)C=1C(=NC2=CC=CC=C2C1)N1CC2C(CCCC2C1)(F)F